C(C1=CC=CC=C1)OC1=NN(C=C1C=1C(=CC(=C(C[C@]2(C[C@H](CC2)NS(=O)(=O)C)C(=O)N)C1)F)F)C (1R,3S)-1-(5-(3-(benzyloxy)-1-methyl-1H-pyrazol-4-yl)-2,4-difluorobenzyl)-3-(methylsulfonamido)cyclopentane-1-carboxamide